ClC1=C(C=2N=C(N=C(C2C=N1)N1C[C@@H](CCCC1)NC(OC(C)(C)C)=O)OCC12CCCN2CCC1)F tert-butyl N-[(3R)-1-[7-chloro-8-fluoro-2-(hexahydropyrrolizin-7a-ylmethoxy)pyrido[4,3-d]pyrimidin-4-yl]azepan-3-yl]carbamate